4-trimethylsiloxy-3-pentene C[Si](OC(=CCC)C)(C)C